Cl.Cl.FC1=C(C=CC=C1)CN1CCC(CC1)CNC 1-[1-[(2-fluorophenyl)methyl]-4-piperidinyl]-N-methyl-methanamine dihydrochloride